ClC=1C=C(C=CC1F)NC(=O)C1=C(N=CN1C)C1CC2CC(CC2C1)(O)C#CC1(CC2(C1)CC(C2)(F)F)O N-(3-chloro-4-fluorophenyl)-4-(5-((6,6-difluoro-2-hydroxyspiro[3.3]heptan-2-yl)ethynyl)-5-hydroxyoctahydropentalen-2-yl)-1-methyl-1H-imidazole-5-carboxamide